N-((2-(cyclopropanesulfonylamino)pyridin-4-yl)methyl)-4-(6-ethoxypyrazin-2-yl)benzamide tert-butyl-2-(hydroxymethyl)-4-methyl-1H-indole-1-carboxylate C(C)(C)(C)OC(=O)N1C(=CC2=C(C=CC=C12)C)CO.C1(CC1)S(=O)(=O)NC1=NC=CC(=C1)CNC(C1=CC=C(C=C1)C1=NC(=CN=C1)OCC)=O